N[C@H](C=1N=C2N(N=C(C=C2)CC2C(NC[C@@H](C2)C(F)(F)F)=O)C1)C1C[C@H]2C[C@H]2C1 (5R)-3-((2-((S)-amino((1R,3S,5S)-bicyclo[3.1.0]hexan-3-yl)methyl)imidazo[1,2-b]pyridazin-6-yl)methyl)-5-(trifluoromethyl)piperidin-2-one